C(C1=CC=CC=C1)O[C@H]1[C@H]([C@@H](O[C@]1(CO)COCC1=CC=CC=C1)N1C(NC(C=C1)=O)=O)O 1-[(2R,3R,4S,5R)-4-benzyloxy-5-(benzyloxymethyl)-3-hydroxy-5-(hydroxymethyl)-tetrahydrofuran-2-yl]pyrimidine-2,4-dione